N1=BCCC1 azaborolene